ClC1=C(CNC2=NC(=NC=C2C(=O)N)NC=2C=NN(C2)C)C(=CC=C1)Cl 4-((2,6-dichlorobenzyl)amino)-2-((1-methyl-1H-pyrazol-4-yl)amino)pyrimidin-5-carboxamide